COC1=CC2=C(N(N=N2)C2=NC(=NC(=C2)[Sn](C)(C)C)SC)C=C1 5-methoxy-1-[2-(methylsulfanyl)-6-(trimethylstannyl)pyrimidin-4-yl]-1,2,3-benzotriazole